ClC1=NNC2=NC=C(C(=C21)C=2C(=NN1C2COC(C1)(C([2H])([2H])[2H])C([2H])([2H])[2H])C1=NC=C(C=C1)F)F 3-(3-Chloro-5-fluoro-1H-pyrazolo[3,4-b]pyridin-4-yl)-2-(5-fluoropyridin-2-yl)-6,6-bis(methyl-d3)-6,7-dihydro-4H-pyrazolo[5,1-c][1,4]oxazine